FC1=C(OC2=C3C=CN(C3=CC(=C2)C=2C3=C(C(N(C2)C)=O)NC=C3)S(=O)(=O)CC)C=CC(=C1)F 4-(4-(2,4-difluorophenoxy)-1-(ethylsulfonyl)-1H-indol-6-yl)-6-methyl-1,6-dihydro-7H-pyrrolo[2,3-c]pyridin-7-one